aminoarginine NN[C@@H](CCCNC(N)=N)C(=O)O